O1C(CCCC1)ONC(CCC(=O)N)=O N4-((tetrahydro-2H-pyran-2-yl)oxy)succinamide